NC1=C(C=C(C=C1)N1CCN(CC1)C)NC[C@@H](CCCOC1=C(C=NN1C)C1=CC(=CN(C1=O)C)C(=O)OC)C methyl 5-(5-{[(4R)-5-{[2-amino-5-(4-methylpiperazin-1-yl) phenyl] amino}-4-methylpentyl] oxy}-1-methylpyrazol-4-yl)-1-methyl-6-oxopyridine-3-carboxylate